NCC1CCC(CC1)N 4-(aminomethyl)cyclohexane-1-amine